C(CCCCCCCCCCC)N1CCCCCC1 1-dodecyl-azepan